bis[bis(norbornenyl-methylene)chlorophosphine] tungsten hexachloride [W](Cl)(Cl)(Cl)(Cl)(Cl)Cl.C12(C=CC(CC1)C2)C=P(Cl)=CC21C=CC(CC2)C1.C12(C=CC(CC1)C2)C=P(Cl)=CC21C=CC(CC2)C1